2-((2-thienyl)sulfonylamino)-N-(4-(4-methylphenyl)thiazole-2-yl)benzamide S1C(=CC=C1)S(=O)(=O)NC1=C(C(=O)NC=2SC=C(N2)C2=CC=C(C=C2)C)C=CC=C1